1-(2-((6-acetylbenzo[d][1,3]dioxol-5-yl)amino)-2-oxoethyl)-4-(furan-2-carbonyl)piperazine-2-carboxylic acid ethyl ester C(C)OC(=O)C1N(CCN(C1)C(=O)C=1OC=CC1)CC(=O)NC1=CC2=C(OCO2)C=C1C(C)=O